2-Chloro-N-(4-cyclopropylnaphthalen-1-yl)thieno[3,2-d]pyrimidin-4-amine ClC=1N=C(C2=C(N1)C=CS2)NC2=CC=C(C1=CC=CC=C21)C2CC2